3-hydroxypalmitic acid OC(CC(=O)O)CCCCCCCCCCCCC